COC(=O)[C@@H]1CC[C@H](CC1)NC1=NC=C(C(=N1)C1=CC(=CC=C1)N1CCC(CC1)O)F trans-methyl-4-((5-fluoro-4-(3-(4-hydroxypiperidin-1-yl)phenyl)pyrimidin-2-yl)amino)cyclohexane-1-carboxylate